C(C)(C)(C)N1N=C(N=N1)C(=O)NCC1=C(C(=C(C=C1)C=1C=2N(C=C(N1)C=1C=NN(C1)C)N=CC2)F)F (tert-butyl)-N-(2,3-difluoro-4-(6-(1-methyl-1H-pyrazol-4-yl)pyrazolo[1,5-a]pyrazin-4-yl)benzyl)-2H-tetrazole-5-carboxamide